COC1=C2C(=NC(=C1)C(=O)[O-])N(C(=N2)CN2CCC(CC2)C2=NC(=CC=C2)OCC2=C(C=C(C=C2)C(F)(F)F)OC)C[C@H]2OCC2 (S)-7-methoxy-2-((4-(6-((2-methoxy-4-(trifluoromethyl) benzyl) oxy) pyridin-2-yl) piperidin-1-yl) methyl)-3-(oxetan-2-ylmethyl)-3H-imidazo[4,5-b]pyridine-5-carboxylate